Cl.ClC1=CC=C(N)C=C1 4-chloroaniline HCl salt